6-(2-methyl-2H-indazol-5-yl)-2-((1-methylpiperidin-4-yl)amino)thiazolo[5,4-d]pyrimidin-7(6H)-one CN1N=C2C=CC(=CC2=C1)N1C=NC2=C(C1=O)N=C(S2)NC2CCN(CC2)C